amyl-trichlorosilane tert-Butyl-(S)-3-((7-fluoro-4-hydroxypyrido[3,2-d]pyrimidin-6-yl)oxy)pyrrolidine-1-carboxylate C(C)(C)(C)OC(=O)N1C[C@H](CC1)OC=1C(=CC=2N=CN=C(C2N1)O)F.C(CCCC)[Si](Cl)(Cl)Cl